tetraallylphthalic amide C(C=C)C=1C(=C(C(=C(C1C(=O)N)C(=O)O)CC=C)CC=C)CC=C